C(CC)C(CCC)(CCC)N 1,1-dipropylbutylamine